C(C)(C)[Si](C#CC1=CC=CC2=CC=CC(=C12)B1OC(C(O1)(C)C)(C)C)(C(C)C)C(C)C Triisopropyl((8-(4,4,5,5-tetramethyl-1,3,2-dioxaborol-2-yl)naphthalen-1-yl)ethynyl)silane